methyl (R)-4-(3-((tert-butoxycarbonyl)amino)pyrrolidin-1-yl)butanoate C(C)(C)(C)OC(=O)N[C@H]1CN(CC1)CCCC(=O)OC